2-((4-(2-(Benzyl(methyl)amino)ethyl)piperazin-1-yl)methyl)-4-((6-chloro-2-methoxyacridin-9-yl)-amino)phenol C(C1=CC=CC=C1)N(CCN1CCN(CC1)CC1=C(C=CC(=C1)NC=1C2=CC=C(C=C2N=C2C=CC(=CC12)OC)Cl)O)C